(R)-9-Oxo-8-(5-phenylisoxazol-3-yl)octahydro-2H-pyrazino[1,2-a]pyrazin O=C1N(CCN2[C@@H]1CNCC2)C2=NOC(=C2)C2=CC=CC=C2